chloro-propene ClC=CC